(3R)-3-(4-Chlorophenyl)-2-[(5-chloropyrimidin-2-yl)methyl]-4-fluoro-6-[1-(4-fluoro-1-methylpiperidin-4-yl)-1-hydroxypropyl]-3-(2-hydroxyethoxy)-2,3-dihydro-1H-isoindol-1-on ClC1=CC=C(C=C1)[C@@]1(N(C(C2=CC(=CC(=C12)F)C(CC)(O)C1(CCN(CC1)C)F)=O)CC1=NC=C(C=N1)Cl)OCCO